COC=1C=C2C(=NC=NC2=CC1OC)OC1=C(C=C(N)C=C1)F 4-((6,7-dimethoxyquinazolin-4-yl)oxy)-3-fluoroaniline